BrC1=C(C=C(C(=O)N2CC=3N(CC2)C(N(C3C(=O)N[C@@H](C(F)F)C3=CC=CC=C3)C3=CC=C(C=C3)OC)=O)C=C1)Cl |r| 7-(4-bromo-3-chloro-benzoyl)-2-(4-methoxyphenyl)-3-oxo-N-[rac-(1R)-2,2-difluoro-1-phenyl-ethyl]-6,8-dihydro-5H-imidazo[1,5-a]pyrazine-1-carboxamide